C(#N)CC1=C(C#N)C=CC=C1OC 2-(cyanomethyl)-3-methoxybenzonitrile